C(#N)[Au] cyano-gold